N1,N1-dimethyl-N4-(5-methyl-2-(4-methylpiperidin-1-yl)phenyl)benzene-1,4-disulfonamide CN(S(=O)(=O)C1=CC=C(C=C1)S(=O)(=O)NC1=C(C=CC(=C1)C)N1CCC(CC1)C)C